FC=1C=C(NC(C(C(=O)O)C)=O)C=C(C1)F 3-(3,5-difluoroanilino)-2-methyl-3-oxo-propanoic acid